N-(2-(1,1-Dioxidothiomorpholino)ethyl)-4-(isopropylamino)-2-(thiazol-5-yl)thieno[2,3-b]pyridin-5-carboxamid O=S1(CCN(CC1)CCNC(=O)C=1C(=C2C(=NC1)SC(=C2)C2=CN=CS2)NC(C)C)=O